FC=1C(=C(C(=O)N)C=C(C1F)CC1=C(C(=NC=C1)NS(NCC1COC1)(=O)=O)F)NC1=C(C=C(C=C1)I)F 3,4-difluoro-2-(2-fluoro-4-iodoanilino)-5-[[3-fluoro-2-(oxetan-3-ylmethylsulfamoylamino)pyridin-4-yl]methyl]benzamide